FCCN1CCC(CC1)C1=CN=C(S1)C1=NNC(=C1CC(F)(F)F)C=1C=C(C=2N(C1)N=CN2)C 5-(1-(2-fluoroethyl)piperidin-4-yl)-2-(5-(8-methyl-[1,2,4]triazolo[1,5-a]pyridin-6-yl)-4-(2,2,2-trifluoroethyl)-1H-pyrazol-3-yl)thiazole